2-ethyl-2,6-diazaspiro[3.5]nonan C(C)N1CC2(C1)CNCCC2